CS(=O)(=O)C=1C=C(C=CC1)C(=C1CCN(CC1)C(=O)OC(C)(C)C)C1=CC=NC=C1 tert-Butyl 4-[(3-methylsulfonylphenyl)-(4-pyridyl)methylene]piperidine-1-carboxylate